[2-(acryloyloxy)-ethyl]trimethylammonium chloride [Cl-].C(C=C)(=O)OCC[N+](C)(C)C